FC(OC=1C=C(C=CC1)C1CC2(C1)CCNCC2)(F)F 2-[3-(Trifluoromethoxy)phenyl]-7-azaspiro[3.5]nonane